3-[3-(4-Hydroxyphenyl)-3-oxoprop-1-enyl]benzonitrile OC1=CC=C(C=C1)C(C=CC=1C=C(C#N)C=CC1)=O